ClC1=CC=C(C(=N1)C)C=1N=C(N(C1)C)O 4-(6-chloro-2-methylpyridin-3-yl)-1-methyl-1H-imidazol-2-ol